BrC1=NC=C(N=C1)C 2-bromo-5-methylpyrazine